O1C=C(C=C1)C1=CC(=C2C=NN(C2=C1)C1OCCCC1)NCCOCCCCNC(OC(C)(C)C)=O tert-butyl (4-(2-((6-(furan-3-yl)-1-(tetrahydro-2H-pyran-2-yl)-1H-indazol-4-yl)amino)ethoxy)butyl)carbamate